6-N-[(1-aminocyclopropyl)methyl]-4-N-(2-chloro-4-fluorophenyl)-1-methylpyrazolo[3,4-d]pyrimidine-4,6-diamine NC1(CC1)CNC1=NC(=C2C(=N1)N(N=C2)C)NC2=C(C=C(C=C2)F)Cl